methyl (2S)-2-((2S)-2-(((2-(3-chlorophenyl)-1-(2,3-dihydro-1H-inden-5-yl)-2-methylpropoxy)carbonyl)amino)-3-cyclohexylpropanamido)-3-((S)-2-oxo pyrrolidin-3-yl)propanoate ClC=1C=C(C=CC1)C(C(OC(=O)N[C@H](C(=O)N[C@H](C(=O)OC)C[C@H]1C(NCC1)=O)CC1CCCCC1)C=1C=C2CCCC2=CC1)(C)C